4-((4-(1-(3,4-dimethoxybenzyl)-6-oxo-1,6-dihydropyridin-3-yl)-6-(trifluoromethyl)pyrimidin-2-yl)sulfonyl)-N,N-dimethylbutanamide COC=1C=C(CN2C=C(C=CC2=O)C2=NC(=NC(=C2)C(F)(F)F)S(=O)(=O)CCCC(=O)N(C)C)C=CC1OC